6-(CYCLOPROPYLMETHOXY)PYRAZIN-2-YLBORONIC ACID C1(CC1)COC1=CN=CC(=N1)B(O)O